2,2-dimethylpent-4-ynyl 4-methylbenzenesulfonate CC1=CC=C(C=C1)S(=O)(=O)OCC(CC#C)(C)C